FC(S(=O)(=O)[O-])(F)F.[Mn+2].C=CCCCC.FC(S(=O)(=O)[O-])(F)F hexaene Manganese(II) Trifluoromethanesulfonate